methyl 3-bromo-2-hydroxybenzoate BrC=1C(=C(C(=O)OC)C=CC1)O